1-(4-((5-chloro-3-methyl-1H-indol-2-yl)methyl)piperazine-1-carbonyl)-1H-pyrazole-3-carboxylic acid ClC=1C=C2C(=C(NC2=CC1)CN1CCN(CC1)C(=O)N1N=C(C=C1)C(=O)O)C